ClC1=C(C(N)=S)C(=CC=C1)Cl 2,6-dichlorobenzothioamide